2-(4-fluorobenzyl)-3-(1-(2-oxo-2H-chromen-8-yl)-1H-1,2,3-triazol-4-yl)picolinamide FC1=CC=C(CC2(NC=CC=C2C=2N=NN(C2)C=2C=CC=C3C=CC(OC23)=O)C(=O)N)C=C1